ClC1=CC(=C(C(=C1)C)C=1C(N(C(=NN1)N[C@H]1CN(CCC1)CC)C)=O)O (4-chloro-2-hydroxy-6-methyl-phenyl)-3-[[(3R)-1-ethyl-3-piperidinyl]amino]-4-methyl-1,2,4-triazin-5-one